C(C)(C)N1C(=NN=C1)C1=CC=CC(=N1)N1C(N(CC1)C1=CC=C(C=C1)N1[C@@H](COC[C@H]1C)C)=O 1-(6-(4-isopropyl-4H-1,2,4-triazol-3-yl)pyridin-2-yl)-3-(4-((3R,5R)-3,5-dimethylmorpholino)phenyl)imidazolidin-2-one